NC1=C2C(=NN1C(=O)[C@H]1CCNC3=C(C=CC=C13)C)CCOC2 |o1:8| (S*)-(3-amino-6,7-dihydropyrano[4,3-c]pyrazol-2(4H)-yl)(8-methyl-1,2,3,4-tetrahydro-quinolin-4-yl)methanone